C1(=CC=CC=C1)PC1=CC=CC=C1.[Fe] iron (diphenyl)phosphine